1-[(8aS)-6-Chloro-5-(3-{[dimethyl(oxido)-lambda~6~-sulfanylidene]amino}phenyl)-8a,9,11,12-tetrahydropyrazino[2',1':3,4][1,4]oxazepino[5,6,7-de]quinazolin-10(8H)-yl]prop-2-en-1-one ClC1=C2C3=C(N=CN=C3C=C1C1=CC(=CC=C1)N=S(=O)(C)C)N1[C@H](CO2)CN(CC1)C(C=C)=O